[Li]C1=CC=2C3(C4=CC=CC=C4C2C=C1)C1=CC=CC=C1C=1C=CC=CC13 2-lithio-9,9'-spirobifluorene